2,6-di-n-propoxy-2,4,6,8-tetramethyl-cyclotetrasiloxane C(CC)O[Si]1(O[SiH](O[Si](O[SiH](O1)C)(C)OCCC)C)C